ClC=1C=C(C=CC1OCC1=NC(=CC=C1)Cl)NC1=NC(=CC(=N1)C=1C=C(C2=C(N(C(=N2)C)C(C)C)C1)F)C N-(3-chloro-4-((6-chloropyridin-2-yl)methoxy)phenyl)-4-(4-fluoro-1-isopropyl-2-methyl-1H-benzimidazol-6-yl)-6-methylpyrimidin-2-amine